bis(2-butyloctyl) 10-[(1-tert-butoxycarbonyl-4-piperidyl)methyl-(2-hexoxy-2-oxo-ethyl)amino]nonadecanedioate C(C)(C)(C)OC(=O)N1CCC(CC1)CN(C(CCCCCCCCC(=O)OCC(CCCCCC)CCCC)CCCCCCCCC(=O)OCC(CCCCCC)CCCC)CC(=O)OCCCCCC